1-(4-fluoro-3-isopropyl-2-(8-methoxy-[1,2,4]triazolo[1,5-a]pyridin-6-yl)-1H-pyrrolo[2,3-c]pyridin-5-yl)-N-(2-methoxyethyl)piperidin-4-amine FC1=C2C(=CN=C1N1CCC(CC1)NCCOC)NC(=C2C(C)C)C=2C=C(C=1N(C2)N=CN1)OC